3-(4-(6-Oxooctahydro-2H-pyrido[1,2-a]pyrazin-2-yl)pyrimidin-2-yl)imidazo[1,2-a]pyrazine-6-carboxamide O=C1CCCC2N1CCN(C2)C2=NC(=NC=C2)C2=CN=C1N2C=C(N=C1)C(=O)N